2-[2-(2,6-dioxo-3-piperidyl)-1-oxo-isoindolin-5-yl]ethylammonium O=C1NC(CCC1N1C(C2=CC=C(C=C2C1)CC[NH3+])=O)=O